(cyclobutylmethyl)[(1S)-1-(2-{6-cyclopropyl-4-[4-fluoro-2-(4-methyl-1,2,4-triazol-3-yl)phenyl]pyridin-2-yl}-7-methyl-1,3-benzoxazol-5-yl)ethyl]amine C1(CCC1)CN[C@@H](C)C=1C=C(C2=C(N=C(O2)C2=NC(=CC(=C2)C2=C(C=C(C=C2)F)C2=NN=CN2C)C2CC2)C1)C